5-(3-fluoro-5-(trifluoromethoxy)phenyl)-1-(5-fluoropyridin-3-yl)-1H-pyrazole-3-carboxylic acid benzyl ester C(C1=CC=CC=C1)OC(=O)C1=NN(C(=C1)C1=CC(=CC(=C1)OC(F)(F)F)F)C=1C=NC=C(C1)F